2-(((1R,3R)-9'-(benzyloxy)-5'-(3,4-difluorophenyl)-4',4'-dimethyl-4',5'-dihydro-3'H-spiro[cyclobutane-1,1'-pyrano[4,3-b]indol]-3-yl)oxy)propanoate C(C1=CC=CC=C1)OC=1C=2C3=C(N(C2C=CC1)C1=CC(=C(C=C1)F)F)C(COC31CC(C1)OC(C(=O)[O-])C)(C)C